ethyl N-(tert-butoxycarbonyl)-S-(2-(4-methylcyclohex-3-en-1-yl)propan-2-yl)cysteinate C(C)(C)(C)OC(=O)N[C@@H](CSC(C)(C)C1CC=C(CC1)C)C(=O)OCC